N-(2-(4-benzylpiperidin-1-yl)ethyl)-1H-benzo[d]imidazole-2-carboxamide C(C1=CC=CC=C1)C1CCN(CC1)CCNC(=O)C1=NC2=C(N1)C=CC=C2